C(C)(C)(C)OC(=O)N1[C@@H](CCC1)C=1C=C(C=C2CCN(CC12)C(COC)=O)C=1C=C2C(=NC1)NC=C2C.[Sb](=O)#[C].[Bi] bismuth antimonyl-carbon tert-butyl-(S)-2-(2-2-methoxyacetyl-6-(3-methyl-1H-pyrrolo[2,3-b]pyridin-5-yl)-1,2,3,4-tetrahydroisoquinolin-8-yl)pyrrolidine-1-carboxylate